Cl.CC1=C(N(C=C1NC(=O)C=1N(C=C(N1)NC(CCN)=O)C)C)C(=O)OCCC=1C=NC(=CC1)C 2-(6-methyl-3-pyridinyl)ethanol methyl-4-[4-(3-aminopropanamido)-1-methylimidazole-2-amido]-1-methylpyrrole-2-carboxylate hydrochloride